CC(C)(C)C(C)C.[Na] sodium triptane